ferrocenyl stearate C(CCCCCCCCCCCCCCCCC)(=O)O[C-]1C=CC=C1.[CH-]1C=CC=C1.[Fe+2]